N-(3-methoxybenzyl)-N-methyl-4-(morpholinomethyl)thiazol-2-amine COC=1C=C(CN(C=2SC=C(N2)CN2CCOCC2)C)C=CC1